1,8-diazabicyclo(7.3.0)dodecene N12C=CCCCCNC2CCC1